N-((2-Chlorophenyl)(2-(trifluoromethyl)benzofuran-3-yl)methylene)acetamide ClC1=C(C=CC=C1)C(=NC(C)=O)C1=C(OC2=C1C=CC=C2)C(F)(F)F